NC1=C(C(=O)NC)C=CC=C1C 2-amino-3,N-dimethylbenzamide